6-oxo-1,6-dihydropyridine-2-carboxamide O=C1C=CC=C(N1)C(=O)N